1,4-bis(o-cyanostyryl)benzene C(#N)C1=C(C=CC2=CC=C(C=C2)C=CC2=C(C=CC=C2)C#N)C=CC=C1